(S)-1-[2-(Benzo[d]isoxazol-3-yl)-5-methoxyphenyl]-2-(pyridine-2-yl)ethan-1-amine O1N=C(C2=C1C=CC=C2)C2=C(C=C(C=C2)OC)[C@H](CC2=NC=CC=C2)N